5-methyl-2-phenyl-thiazole CC1=CN=C(S1)C1=CC=CC=C1